BrC1=C(N=C(N=N1)N[C@H]1CN(CCC1)C(=O)OC(C)(C)C)C (R)-6-Bromo-3-((1-(tert-butoxycarbonyl)piperidin-3-yl)amino)-5-methyl-1,2,4-triazine